[(4-methoxyphenyl)methyl]-3,4-dihydroquinolin-2-one COC1=CC=C(C=C1)CC1C(NC2=CC=CC=C2C1)=O